4-((2-(3-Hydroxy-3-methyl-2-oxoindolin-1-yl)pyridin-4-yl)methyl)phthalazin-1(2H)-on OC1(C(N(C2=CC=CC=C12)C1=NC=CC(=C1)CC1=NNC(C2=CC=CC=C12)=O)=O)C